OCCC1=C(NC=2N(C1=O)N=C(C2C=2C=NC=C(C2)C2=CC=C(C=C2)N2C(CCC2)=O)C)C 6-(2-hydroxyethyl)-2,5-dimethyl-3-(5-(4-(2-oxopyrrolidin-1-yl)phenyl)pyridin-3-yl)pyrazolo[1,5-a]pyrimidin-7(4H)-one